1-(3-((1r,4r)-4-(4-chlorophenyl)cyclohexyl)-1,4-dioxo-1,4-dihydronaphthalen-2-yl) 16-ethyl hexadecanedioate C(CCCCCCCCCCCCCCC(=O)OCC)(=O)OC=1C(C2=CC=CC=C2C(C1C1CCC(CC1)C1=CC=C(C=C1)Cl)=O)=O